2-(5-ethoxypyrazol-1-yl)-N,N-dimethyl-ethylamine C(C)OC1=CC=NN1CCN(C)C